FC1(CCC(CC1)[C@@H](C(=O)NC1=NC=CC(=C1)CO)NC(OC(C)(C)C)=O)F Tert-butyl (S)-(1-(4,4-difluorocyclohexyl)-2-((4-(hydroxymethyl)pyridin-2-yl)amino)-2-oxoethyl)carbamate